C1(CC1)[C@H]([C@@H](C(=O)OC(C)(C)C)C)C1=CC(=CC=C1)O (2S,3R)-tert-butyl 3-cyclopropyl-3-(3-hydroxyphenyl)-2-methylpropanoate